C1(CC1)N1C(C2=C(CC1)NC(=C2C2=NC=CC=C2)C2=CC(=NC=C2)NC(C)=O)=O N-{4-[5-cyclopropyl-4-oxo-3-(pyridin-2-yl)-4,5,6,7-tetrahydro-1H-pyrrolo[3,2-c]pyridin-2-yl]pyridin-2-yl}acetamide